tert-butyl 2-((8-bromo-3,7-dimethyl-2,6-dioxo-2,3,6,7-tetrahydro-1H-purin-1-yl)methyl)-4-fluoro-1H-indole-1-carboxylate BrC1=NC=2N(C(N(C(C2N1C)=O)CC=1N(C2=CC=CC(=C2C1)F)C(=O)OC(C)(C)C)=O)C